C(C)N1N=C2C=C(C=CC2=C1)COC1=CC=CC(=N1)C1CCN(CC1)CC1=NC2=C(N1C[C@H]1OCC1)C=C(C=C2)C(=O)[O-] (S)-2-((4-(6-((2-ethyl-2H-indazol-6-yl)methoxy)pyridin-2-yl)piperidin-1-yl) Methyl)-1-(oxetan-2-ylmethyl)-1H-benzo[d]imidazole-6-carboxylate